O[C@@H]1CN(C[C@@H](C1)O)C=1C2=C(N=C(N1)OCC1(CC1)CN(C)C)CN(C2)C(=O)C2=CC(=CC1=CC=CC(=C21)I)O (4-((3S,5R)-3,5-dihydroxypiperidin-1-yl)-2-((1-((dimethylamino)methyl)cyclopropyl)methoxy)-5,7-dihydro-6H-pyrrolo[3,4-d]pyrimidin-6-yl)(3-hydroxy-8-iodonaphthalen-1-yl)methanone